1-(methylsulfinyl)-1-butene CS(=O)C=CCC